3-chloro-4,6-dimethylpyridazine ClC=1N=NC(=CC1C)C